2-(4-((2-methoxy-5-(4-methylpiperazin-1-yl)phenyl)(methyl)amino)phenoxy)pyrido[3,4-d]pyrimidin-4-ol COC1=C(C=C(C=C1)N1CCN(CC1)C)N(C1=CC=C(OC=2N=C(C3=C(N2)C=NC=C3)O)C=C1)C